CC=1C(C(CCC1)(C)C)C 2,6,6-Trimethyl-1-methyl-cyclohex-2-ene